ClC1=C(C(=O)NCCNC(=O)[C@@H]2[C@H](CNCC2)O)C=CC(=C1)NC(=O)C=1N(C(=CN1)C1=C(C(=C(C=C1)OCC#N)F)F)C (3R,4S)-N-[2-[[2-chloro-4-[[5-[4-(cyanomethoxy)-2,3-difluoro-phenyl]-1-methyl-imidazole-2-carbonyl]amino]benzoyl]amino]ethyl]-3-hydroxy-piperidine-4-carboxamide